tert-butyl (S)-2-((4-methyl-3-((1-(2-methyl-7-(((trifluoromethyl) sulfonyl)oxy)quinolin-5-yl)cyclopropyl)carbamoyl)phenoxy)methyl)azetidine-1-carboxylate CC1=C(C=C(OC[C@H]2N(CC2)C(=O)OC(C)(C)C)C=C1)C(NC1(CC1)C1=C2C=CC(=NC2=CC(=C1)OS(=O)(=O)C(F)(F)F)C)=O